NC1=NC=2C(=CC(=CC2C=2N1N=C(N2)[C@@H]2CC[C@@H](N(C2)C(=O)C=2C=NC(=CC2)C(C)(C)N)C)F)F [(2S,5R)-5-(5-amino-7,9-difluoro[1,2,4]triazolo[1,5-c]quinazolin-2-yl)-2-methylpiperidin-1-yl][6-(2-aminopropan-2-yl)pyridin-3-yl]methanone